2-((1RS,4RS,5SR)-5-((5-cyclopropyl-3-(2,6-dichlorophenyl)isoxazol-4-yl)methoxy)-2-azabicyclo[2.2.1]hept-2-yl)-4-methoxybenzo[d]thiazole-6-carboxylic acid methyl ester COC(=O)C1=CC2=C(N=C(S2)N2[C@H]3C[C@@H]([C@@H](C2)C3)OCC=3C(=NOC3C3CC3)C3=C(C=CC=C3Cl)Cl)C(=C1)OC |r|